2,5-dimethyl-5-phenyl-1-hexene CC(=C)CCC(C)(C1=CC=CC=C1)C